2-(p-toluylamino)naphthalene-6-sulfonic acid C1(=CC=C(C=C1)NC1=CC2=CC=C(C=C2C=C1)S(=O)(=O)O)C